(R)-2-((6-(4-(4-(tert-butoxycarbonyl)piperazin-1-yl)-6-chloro-2-((2-fluoro-3-hydroxy-3-methylbutyl)amino)quinazolin-7-yl)-5-fluoro-4-methylpyridin-2-yl)carbamoyl)benzoic acid C(C)(C)(C)OC(=O)N1CCN(CC1)C1=NC(=NC2=CC(=C(C=C12)Cl)C1=C(C(=CC(=N1)NC(=O)C1=C(C(=O)O)C=CC=C1)C)F)NC[C@H](C(C)(C)O)F